2-(2-(3-(((S)-2-((S)-2-acetamido-5-(tert-butoxy)-5-oxopentanamido)-4-phenylbutyrylamino)methyl)-4-methylphenoxy)ethyl)morpholine-4-carboxylic acid tert-butyl ester C(C)(C)(C)OC(=O)N1CC(OCC1)CCOC1=CC(=C(C=C1)C)CNC([C@H](CCC1=CC=CC=C1)NC([C@H](CCC(=O)OC(C)(C)C)NC(C)=O)=O)=O